2,6-bis(3-maleimidophenoxy)benzotrifluoride C1(C=CC(N1C=1C=C(OC2=C(C(=CC=C2)OC2=CC(=CC=C2)N2C(C=CC2=O)=O)C(F)(F)F)C=CC1)=O)=O